5-(2-aminophenyl)-N2-(oxetan-3-yl)pyridine-2,5-diamine NC1=C(C=CC=C1)C1(CC=C(N=C1)NC1COC1)N